8-(n-pentyloxycarbonylmethyl)-tetracyclo[4.4.0.12,5.17,10]-3-dodecene C(CCCC)OC(=O)CC1C2C3C4C=CC(C3C(C1)C2)C4